(((3S,5R)-1-(2-(6-(3-fluoroazetidin-1-yl)imidazo[1,2-a]pyridin-3-yl)pyrimidin-4-yl)-5-methylpiperidin-3-yl)imino)dimethyl-λ6-sulfanone FC1CN(C1)C=1C=CC=2N(C1)C(=CN2)C2=NC=CC(=N2)N2C[C@H](C[C@H](C2)C)N=S(=O)(C)C